((2S,3R,4R)-4-(3,4-dimethoxybenzyl)-2-(3,4-dimethoxyphenyl)tetrahydrofuran-3-yl)methyl-2-(adamantan-1-yl)acetate COC=1C=C(C[C@@H]2[C@@H]([C@H](OC2)C2=CC(=C(C=C2)OC)OC)COC(CC23CC4CC(CC(C2)C4)C3)=O)C=CC1OC